C1(CCCC1)OC=1C=CC2=C(N(N=N2)C2=NC(=NC(=C2)C=2OC=CC2)N)C1 4-[6-(cyclopentyloxy)-1H-1,2,3-benzotriazol-1-yl]-6-(furan-2-yl)pyrimidin-2-amine